2-(aminoethyl)-7-bromoquinoline NCCC1=NC2=CC(=CC=C2C=C1)Br